CC1CCC(CC1)[C@@H](C(NC1=CC=C(C=C1)C1=C(C=NC=C1)CC(N1CCCC1)=O)=O)NC(OC(C)(C)C)=O tert-butyl ((S)-1-((1r,4S)-4-methylcyclohexyl)-2-oxo-2-((4-(3-(2-oxo-2-(pyrrolidin-1-yl)ethyl)pyridin-4-yl)phenyl)amino)ethyl)carbamate